monomethyl-thiotoluenediamine CSC(C1=CC=CC=C1)(N)N